C(C)(C)(C)OOCCCO hydroxypropyl t-butyl peroxide